(2-(2-oxabicyclo[2.1.1]hexane-1-yl)-4-(6-fluoro-3,4-dihydroisoquinolin-2(1H)-yl)-6-methylphenyl)-3,3-dimethylbutyramide C12(OCC(C1)C2)C2=C(C(=CC(=C2)N2CC1=CC=C(C=C1CC2)F)C)C(C(=O)N)C(C)(C)C